CC(C(=O)N)(C(=O)N1CCN(CC1)C)C dimethyl-3-(4-methylpiperazino)-3-oxopropanamide